CN(C1=CC(=C(C=C1)OC)NC(CN1C=NC=C1)=O)C1=CC(OC2=CC=CC=C12)=O 4-(N-methyl-N-(3-(2-(imidazol-1-yl)-acetylamino)-4-methoxyphenyl)-amino)coumarin